N-methoxy-4-((2-methoxy-3-(5-methyl-1,2,4-oxadiazol-3-yl)phenyl)amino)nicotinamide CONC(C1=CN=CC=C1NC1=C(C(=CC=C1)C1=NOC(=N1)C)OC)=O